2-((oxetan-3-ylmethyl)thio)-1H-benzo[d]imidazole O1CC(C1)CSC1=NC2=C(N1)C=CC=C2